Phenylenemaleimide C1=CC2=C3C(=C1C=C2)C(=O)NC3=O